BrC=1C=C(CNC(OC(C)(C)C)=O)C=CC1F tert-butyl (3-bromo-4-fluorobenzyl)carbamate